rac-6-bromo-1-ethyl-1,2,3,4-tetrahydronaphthalene BrC=1C=C2CCC[C@H](C2=CC1)CC |r|